5-(2-ethoxy-3-pyridinyl)-1-isopropyl-N-[(3S)-tetrahydropyran-3-yl]pyrazolo[4,3-b]pyridin-7-amine C(C)OC1=NC=CC=C1C1=CC(=C2C(=N1)C=NN2C(C)C)N[C@@H]2COCCC2